1-Amino-3-(3-chlorophenyl)cyclobutane-1-carbonitrile NC1(CC(C1)C1=CC(=CC=C1)Cl)C#N